C1(=CC=CC=C1)/C=C/C=C/C(=O)O[C@H](C(=O)OCC)CC(=O)OCC Diethyl (S)-2-(((2E,4E)-5-phenylpenta-2,4-dienoyl)oxy)succinate